[(2R,3S,11bR)-9,10-dimethoxy-3-(2-methylpropyl)-1H,2H,3H,4H,6H,7H,11bH-pyrido[2,1-a]isoquinolin-2-yl]methyl 4-nitrophenyl carbonate C(OC[C@@H]1C[C@H]2N(CCC3=CC(=C(C=C23)OC)OC)C[C@H]1CC(C)C)(OC1=CC=C(C=C1)[N+](=O)[O-])=O